OC=1C=C(C(C=O)O)C=CC1O 3,4-Dihydroxymandelaldehyde